CC12CC3(CC(CC(C1)(C3)C)C2)C2=C(C=CC(=C2)F)O 2-(3,5-Dimethyladamantan-1-yl)-4-fluorophenol